hexaethyl-phosphoric acid tri-amide C(C)N(P(N(CC)CC)(N(CC)CC)=O)CC